N1(CCCC1)CCOC(CN(CCC)C)C 2-[2-(1-pyrrolidinyl)ethoxy]propyl-N-methyl-N-propyl-amine